C(C(C)C)[Sn](N(C)C)(N(C)C)N(C)C isobutyltri(dimethylamino)tin